tert-butyl (R)-2-(2-(3-methyl-2,6-dioxopiperidin-3-yl)-1,3-dioxoisoindoline-5-carbonyl)hydrazine-1-carboxylate C[C@@]1(C(NC(CC1)=O)=O)N1C(C2=CC=C(C=C2C1=O)C(=O)NNC(=O)OC(C)(C)C)=O